Ethyl 2-{[(1R,2R)-2-(dimethylamino)cyclohexyl]oxy}acetate CN([C@H]1[C@@H](CCCC1)OCC(=O)OCC)C